(4-(difluoromethyl)-2-((R)-1-hydroxyethyl)oxazol-5-yl)((S)-4-(pyrazolo[1,5-a]pyridin-2-yl)-6,7-dihydro-1H-imidazo[4,5-c]pyridin-5(4H)-yl)methanone FC(C=1N=C(OC1C(=O)N1[C@@H](C2=C(CC1)NC=N2)C2=NN1C(C=CC=C1)=C2)[C@@H](C)O)F